O=C1NC(CCC1OC1=CC=C(C=C1)CN1C2(CN(C2)C(=O)OC(C)(C)C)CCC1)=O tert-butyl 5-[[4-[(2,6-dioxo-3-piperidyl)oxy]phenyl]methyl]-2,5-diazaspiro[3.4]octane-2-carboxylate